N-((2R,3S)-1-(4-methylthiazol-5-yl)-2-((((CIS)-4-phenylcyclohexyl)oxy)methyl)pyrrolidin-3-yl)methanesulfonamide CC=1N=CSC1N1[C@H]([C@H](CC1)NS(=O)(=O)C)CO[C@@H]1CC[C@@H](CC1)C1=CC=CC=C1